COC(=O)C=1C=NN2C1C=C(C=C2)C=2C=NN(C2C)C[C@@H](C)O.BrCC2(CC2)S(=O)(=O)C(C)(C=C)C 1-(bromomethyl)-1-((2-methylbut-3-en-2-yl)sulfonyl)cyclopropane methyl-(R)-5-(1-(2-hydroxypropyl)-5-methyl-1H-pyrazol-4-yl)pyrazolo[1,5-a]pyridine-3-carboxylate